NC=1N=NC(=CC1N1CC2CCC(C1)N2C2=NC=C(C=N2)C2CCN(CC2)C2CC1(C2)CC(C1)C(=O)OC)C1=C(C=CC=C1)O methyl 2-[4-[2-[3-[3-amino-6-(2-hydroxyphenyl)pyridazin-4-yl]-3,8-diazabicyclo[3.2.1]octan-8-yl]pyrimidin-5-yl]-1-piperidyl]spiro[3.3]heptane-6-carboxylate